2-((Benzyloxy)methyl)propane-1,3-diyl bis(trifluoromethanesulfonate) FC(S(=O)(=O)OCC(COS(=O)(=O)C(F)(F)F)COCC1=CC=CC=C1)(F)F